COC=1C=C(OCCN(CCC(C(=O)O)NC(CC(C)C)=O)CCCCC2=NC=3NCCCC3C=C2)C=C(C1)OC 4-[2-(3,5-dimethoxyphenoxy)ethyl-[4-(5,6,7,8-tetrahydro-1,8-naphthyridin-2-yl)butyl]amino]-2-(3-methylbutanoylamino)butanoic acid